BrC1=C(C(=CC(=C1)C(=O)OC)Cl)[O-].[Na+] sodium 2-bromo-6-chloro-4-methoxycarbonyl-phenolate